3-(((3r,4r)-4-methoxytetrahydrofuran-3-yl)oxy)-1-methyl-4-nitro-1H-pyrazole CO[C@H]1[C@@H](COC1)OC1=NN(C=C1[N+](=O)[O-])C